N-(3-Cyano-5-(3-fluorobenzyl)-6,6-dimethyl-4,5,6,7-tetrahydrothieno[3,2-c]pyridin-2-yl)-2-(4-sulfamoylphenyl)acetamid C(#N)C1=C(SC2=C1CN(C(C2)(C)C)CC2=CC(=CC=C2)F)NC(CC2=CC=C(C=C2)S(N)(=O)=O)=O